tert-butyl 2-((6-(5-cyanopyrazin-2-ylamino)-3-methylpyridazin-4-ylamino)methyl)morpholine-4-carboxylate C(#N)C=1N=CC(=NC1)NC1=CC(=C(N=N1)C)NCC1CN(CCO1)C(=O)OC(C)(C)C